2-(7-(4-(6-((6-acetyl-8-cyclopentyl-5-methyl-7-oxo-7,8-dihydropyrido[2,3-d]pyrimidin-2-yl)amino)pyridin-3-yl)piperazin-1-yl)-7-oxoheptanamido)-N-(4-methyl-5-nitrothiazol-2-yl)benzamide C(C)(=O)C1=C(C2=C(N=C(N=C2)NC2=CC=C(C=N2)N2CCN(CC2)C(CCCCCC(=O)NC2=C(C(=O)NC=3SC(=C(N3)C)[N+](=O)[O-])C=CC=C2)=O)N(C1=O)C1CCCC1)C